2-azido-1-hexyl-3-methyl-4,5-dihydro-1H-imidazol-3-ium hexafluoro-phosphate F[P-](F)(F)(F)(F)F.N(=[N+]=[N-])C=1N(CC[N+]1C)CCCCCC